6-(6'-acetamidospiro[cyclopropane-1,3'-pyrrolo[3,2-c]pyridin]-1'(2'h)-yl)-2-(1,1-difluoroethyl)pyrimidine-4-carboxylic acid C(C)(=O)NC1=CC2=C(C=N1)C1(CN2C2=CC(=NC(=N2)C(C)(F)F)C(=O)O)CC1